1,4-diaminobenzenesulphonic acid NC1(CC=C(C=C1)N)S(=O)(=O)O